2,2-dimethylchroman-6-amine CC1(OC2=CC=C(C=C2CC1)N)C